ClN1CN(CN=C1)Cl 1,3-dichloro-1,3,5-triazine